N-(5-(5-chloro-2-methylbenzo[d]oxazol-6-yl)pyrazin-2-yl)-2,6-difluorobenzamide ClC=1C(=CC2=C(N=C(O2)C)C1)C=1N=CC(=NC1)NC(C1=C(C=CC=C1F)F)=O